NC(C(C(C)(C)C)NC(=O)C1=NN(C2=CC=CC=C12)CCCCCF)=O N-(1-amino-3,3-dimethyl-1-oxobutan-2-yl)-1-(5-fluoropentyl)-1H-indazole-3-carboxamide